3-((5-isopropoxypyridin-2-yl)methylene)-6-(3-(4-fluorobenzoyl)benzylidene)piperazine-2,5-dione C(C)(C)OC=1C=CC(=NC1)C=C1C(NC(C(N1)=O)=CC1=CC(=CC=C1)C(C1=CC=C(C=C1)F)=O)=O